dithiopinacol SC(C)(C)C(C)(C)S